C1(CC1)C(=O)NC1=NC=C(C(=O)NC([2H])([2H])[2H])C(=C1)NC1=C(C(=CC(=C1)F)C1=NC=CC=N1)OC 6-(Cyclopropanecarboxamido)-4-((5-fluoro-2-methoxy-3-(pyrimidin-2-yl)phenyl)amino)-N-(methyl-d3)nicotinamide